NC1=C(C=NC(=C1)SC)C=O 4-amino-6-(methylsulfanyl)pyridine-3-carbaldehyde